ClC1=CC=C2C(=CC(=NC2=C1Cl)N1[C@@H]([C@H](CC1)OC)C(=O)OC)N1C=NC=C1 methyl (2S,3S)-1-(7,8-dichloro-4-(1H-imidazol-1-yl) quinolin-2-yl)-3-methoxypyrrolidine-2-carboxylate